2-(4-bromophenyl)-naphthalene BrC1=CC=C(C=C1)C1=CC2=CC=CC=C2C=C1